N-(3-(1-(tert-butyl)-5-(2-(3-methylisoxazol-5-yl)acetamido)-1H-pyrazol-3-yl)cyclopentyl)benzamide C(C)(C)(C)N1N=C(C=C1NC(CC1=CC(=NO1)C)=O)C1CC(CC1)NC(C1=CC=CC=C1)=O